Cl.Cl.Cl.CN(C(N)=O)C N',N'-dimethylurea trihydrochloride